S(=O)(=O)(C1=CC=C(C)C=C1)OC1CC(C1)CC(=O)OC(C)(C)C tert-Butyl 2-(3-(tosyloxy)cyclobutyl)acetate